N1=C(C=CC=C1)N1C=C(C(C2=CC(=C(C(=C12)Cl)N1CC(CC1)O)F)=O)C(=O)O 1-(2-pyridinyl)-8-chloro-6-fluoro-1,4-dihydro-7-(3-hydroxypyrrolidinyl)-4-oxo-3-quinolinecarboxylic acid